COC=1C=C(OCC(=O)N(CC=2SC=CC2)C2=CC=CC=C2)C=CC1 2-(3-methoxyphenoxy)-N-phenyl-N-(thiophen-2-ylmethyl)acetamide